lithium tetrabromosulfophthalate BrC1C(C(C(C(=O)[O-])(C=C1)Br)(C(=O)[O-])Br)(S(=O)(=O)O)Br.[Li+].[Li+]